alpha-methylcysteine C[C@](N)(CS)C(=O)O